N-[5-(cyclopropylmethoxy)-3-fluoro-2-pyridyl]-6-[(1S,4S)-2,5-diazabicyclo[2.2.1]heptan-2-yl]pyrido[3,2-d]pyrimidin-4-amine C1(CC1)COC=1C=C(C(=NC1)NC=1C2=C(N=CN1)C=CC(=N2)N2[C@@H]1CN[C@H](C2)C1)F